N[C@H]1CN(C[C@@H](C1)F)C(=O)C1=CC2=C(N(C(=N2)C2=CC=3C(=NC(=CC3)C=3C=C(C(=O)N)C=CC3C)N2CC2CC2)C)C(=C1)OC 3-(2-{5-[(3R,5R)-3-amino-5-fluoropiperidine-1-carbonyl]-7-methoxy-1-methyl-1H-1,3-benzodiazol-2-yl}-1-(cyclopropylmethyl)-1H-pyrrolo[2,3-b]pyridin-6-yl)-4-methylbenzamide